(Z)-4-(1-(4-amino-2-fluorobut-2-en-1-yl)-6-(trifluoromethyl)-1H-benzo[d]imidazol-4-yl)-N-cyclopropylbenzenesulfonamide Hydrochloride Cl.NC\C=C(\CN1C=NC2=C1C=C(C=C2C2=CC=C(C=C2)S(=O)(=O)NC2CC2)C(F)(F)F)/F